2-(8-(ethylthio)imidazo[1,5-a]pyridin-3-yl)propan-2-amine C(C)SC=1C=2N(C=CC1)C(=NC2)C(C)(C)N